(+/-)-apigenin O1C(=CC(=O)C=2C(O)=CC(O)=CC12)C1=CC=C(O)C=C1